NAPHTHO[2,1-B]FURAN C=1C2=C(OC1)C=CC1=CC=CC=C12